4-(4-(5-(benzyloxy)pent-1-en-1-yl)oxazol-2-yl)-N,N-dipropylbenzenesulfonamide C(C1=CC=CC=C1)OCCCC=CC=1N=C(OC1)C1=CC=C(C=C1)S(=O)(=O)N(CCC)CCC